(5,5-dimethyl-5,6-dihydro-4H-pyrrolo[1,2-b]pyrazol-3-yl)-5-fluoro-N-(4-((methylsulfonyl)methyl)pyridin-2-yl)pyridin-2-amine CC1(CC=2N(N=CC2C=2C(=NC=C(C2)F)NC2=NC=CC(=C2)CS(=O)(=O)C)C1)C